FC(OC1CCC(CC1)C1(N=CC2=C(N1)C(=CN=C2N)C(F)(F)F)N)F 2-((1R,4R)-4-(difluoromethoxy)cyclohexyl)-8-(trifluoromethyl)pyrido[4,3-d]pyrimidine-2,5-diamine